2-(4-((6-carbamoylpyridazin-3-yl)oxy)phenyl)propane C(N)(=O)C1=CC=C(N=N1)OC1=CC=C(C=C1)C(C)C